1-(2-isopropoxypyridin-4-yl)ethan-1-one C(C)(C)OC1=NC=CC(=C1)C(C)=O